(S)-6-(1-amino-1,3-dihydro-spiro[inden-2,4'-piperidin]-1'-yl)-3-(1-(3-methoxyphenyl)vinyl)-1H-pyrazolo[3,4-d]pyrimidin-4(5H)-one N[C@@H]1C2=CC=CC=C2CC12CCN(CC2)C=2NC(C1=C(N2)NN=C1C(=C)C1=CC(=CC=C1)OC)=O